2,2-bis(2'-hydroxyethoxyphenyl)propane pyrido[4,3-d]pyrimidin-4-yl-4-methylbenzenesulfonate N1=CN=C(C2=C1C=CN=C2)OS(=O)(=O)C2=CC=C(C=C2)C.OCCOC2=C(C=CC=C2)C(C)(C)C2=C(C=CC=C2)OCCO